IO.[Na] sodium hypoiodous acid